C(CCCCN=C=O)N=C=O pentylene Diisocyanate